Ethyl (6R)-6-methoxy-1-methylenetetrahydro-1H-pyrrolizin-7a(5H)-carboxylate CO[C@H]1CN2CCC(C2(C1)C(=O)OCC)=C